bis[3,5-Difluoro-2-[5-(trifluoromethyl)-2-pyridyl]phenyl]ruthenium (1+) FC=1C(=C(C=C(C1)F)[Ru+]C1=C(C(=CC(=C1)F)F)C1=NC=C(C=C1)C(F)(F)F)C1=NC=C(C=C1)C(F)(F)F